5,5'-biphenyl-tetracarboxylic acid C1(=C(C(=C(C(=C1)C=1C=CC=CC1)C(=O)O)C(=O)O)C(=O)O)C(=O)O